tert-Butyl (4-(N-(2-(4-methylpiperazin-1-yl)ethoxy)sulfamoyl)phenyl)carbamate CN1CCN(CC1)CCONS(=O)(=O)C1=CC=C(C=C1)NC(OC(C)(C)C)=O